hydroxy-3-oxopregnane-4,6-diene-20-carboxylic acid OCC([C@H]1CC[C@H]2[C@@H]3C=CC4=CC(CC[C@]4(C)[C@H]3CC[C@]12C)=O)C(=O)O